8-(3-fluorobicyclo[1.1.1]pentan-1-yl)-5-methyl-2-((6-methylbenzo[c][1,2,5]thiadiazol-5-yl)amino)-7,8-dihydropteridin-6(5H)-one FC12CC(C1)(C2)N2CC(N(C=1C=NC(=NC21)NC2=CC=1C(=NSN1)C=C2C)C)=O